CC(C(=O)OCC(C(C(C(COC(C(=C)C)=O)(F)F)(F)F)(F)F)(F)F)=C 2,2,3,3,4,4,5,5-octafluorohexane-1,6-diyl bis(2-methylacrylate)